((2-isopropyl-6-methoxy-1,2,3,4-tetrahydroisoquinolin-7-yl)amino)-5-((3-methoxypyridin-2-yl)amino)-1,2,4-triazine-6-carboxamide C(C)(C)N1CC2=CC(=C(C=C2CC1)OC)NC=1N=NC(=C(N1)NC1=NC=CC=C1OC)C(=O)N